ONC(=O)C=1C=2CN(C(C2C=CC1)(C)C)C(=O)NC1=NC(=CC=C1)C(F)(F)F N4-hydroxy-1,1-dimethyl-N2-(6-(trifluoromethyl)pyridin-2-yl)isoindoline-2,4-dicarboxamide